C(C(C)C)(=O)OF perfluoro isobutyrate